3-(2,2-diethoxyethoxy)-5-methylpyrido[2,3-b]pyrazine-6(5H)-one C(C)OC(COC1=CN=C2C(=N1)N(C(C=C2)=O)C)OCC